ClC1=C(C=C(C=C1)F)[C@H]1C=2N(CC(N1)=O)C(=NC2NC2=NC=CC1=C(C=C(C=C21)F)C(F)(F)F)C(=O)NC (S)-8-(2-chloro-5-fluorophenyl)-1-((7-fluoro-5-(trifluoromethyl)isoquinolin-1-yl)amino)-N-methyl-6-oxo-5,6,7,8-tetrahydroimidazo[1,5-a]pyrazine-3-carboxamide